N-((3S,4R)-1-(imidazo[1,5-a]pyridine-8-carbonyl)-4-neopentylpiperidin-3-yl)-1H-imidazole-2-carboxamide C=1N=CN2C1C(=CC=C2)C(=O)N2C[C@H]([C@@H](CC2)CC(C)(C)C)NC(=O)C=2NC=CN2